C(C1=CC=CC=C1)[C@H](NC(CNC(CNC(OCC1C2=CC=CC=C2C=2C=CC=CC12)=O)=O)=O)C(NCC(NCOC1CC(C1)C(=O)OCC1=CC=CC=C1)=O)=O Benzyl (1R,3s)-3-(((S)-11-benzyl-1-(9H-fluoren-9-yl)-3,6,9,12,15-pentaoxo-2-oxa-4,7,10,13,16-pentaazaheptadecan-17-yl)oxy)cyclobutane-1-carboxylate